ClC1=C(C=C(C=C1)[C@H]1[C@H](O)[C@@H](O)[C@H](O)[C@H](O1)CO)CC1=CC=C(C=C1)O[C@@H]1COCC1 (1S)-1,5-anhydro-1-(4-chloro-3-{4-[(3S)-tetrahydrofuran-3-yloxy]benzyl}phenyl)-D-glucitol